7-benzyl-4-(4-methoxybenzyl)-6,7,8,9-tetrahydroimidazo[1,2-a]pyrido[3,4-e]pyrimidine-5(4H)-one C(C1=CC=CC=C1)N1CC=2C(N(C=3N(C2CC1)C=CN3)CC3=CC=C(C=C3)OC)=O